FC=1C=C(C=CC1)C1=CC=CC=C1 3-fluoro-[1,1-biphenyl]